4-(2,6,6-trimethyl-1,3-cyclohexadiene-1-yl)-3-butene CC1=C(C(CC=C1)(C)C)C=CCC